N1(C=CC=2C=NC=CC21)CC2=CC=C(C=C2)C=2OC(=NN2)C(F)F 2-(4-((1H-pyrrolo[3,2-c]pyridin-1-yl)methyl)phenyl)-5-(difluoromethyl)-1,3,4-oxadiazole